S1C(=CC=C1)C(=O)NC=1C=C2C(=CNC2=CC1)C1CC2CCCCN2CC1 5-(2-thienoyl)amino-3-(octahydro-2H-quinolizin-2-yl)-1H-indole